NC1=C(C=C(N=N1)C1=C(C=CC=C1)O)N1CC2CCC(C1)N2C2=CC(=NC=C2)C#CCN2CC(C2)C2CC2 2-[6-amino-5-[8-[2-[3-(3-cyclopropylazetidin-1-yl)prop-1-ynyl]-4-pyridyl]-3,8-diazabicyclo[3.2.1]octan-3-yl]pyridazin-3-yl]phenol